(R)-6-(2,3-Dihydrobenzo[b][1,4]dioxin-6-yl)-3-((6-fluoro-2-methylpyridin-3-yl)oxy)-5-methyl-N-(3-(S-methylamino-sulfinyl)phenyl)pyridazine-4-carboxamide O1C2=C(OCC1)C=C(C=C2)C2=C(C(=C(N=N2)OC=2C(=NC(=CC2)F)C)C(=O)NC2=CC(=CC=C2)[S@@](=O)NC)C